tert-butyl [4-(5,5-dimethyl-1,3,2-dioxaborolan-2-yl)-1-benzothiophen-2-yl]carbamate CC1(COB(O1)C1=CC=CC2=C1C=C(S2)NC(OC(C)(C)C)=O)C